FC1=C2CN(C(C2=CC=C1C1CCN(CC1)C(=O)C=1NC2=CC(=CC=C2C1C)[N+](=O)[O-])=O)C1C(NC(CC1)=O)=O 3-(4-fluoro-5-(1-(3-methyl-6-nitro-1H-indole-2-carbonyl)piperidin-4-yl)-1-oxoisoindolin-2-yl)piperidine-2,6-dione